(5-(2-chlorophenyl)-1H-pyrazol-4-yl)(4-(trifluoromethanesulfonyl)piperazin-1-yl)methanone ClC1=C(C=CC=C1)C1=C(C=NN1)C(=O)N1CCN(CC1)S(=O)(=O)C(F)(F)F